C(C)NS(=O)(=O)C1=C(C=CC(=C1)NC=1OC=CN1)C1=CN=C(S1)[C@@H]1CC[C@H](CC1)NC(O)=O (Trans-4-(5-(2-(N-ethylsulfamoyl)-4-(oxazol-2-ylamino)phenyl)thiazole-2-Yl)cyclohexyl)carbamic acid